1,4,5,6-tetrahydro-5-hydroxy-2-methyl-4-pyrimidinecarboxylic acid OC1C(N=C(NC1)C)C(=O)O